5-(chloromethyl)-1-methyl-tetrazole ClCC1=NN=NN1C